FOB(OC(=O)C(=O)O)OF Difluorooxaloboric acid